ONC(=O)[C@H]1[C@@H]2CC[C@H](CN1S(=O)(=O)C=1C=NC(=CC1)OC=1C=NC(=CC1)OC)N2C(=O)OCCOC 2-methoxyethyl (1S,2R,5R)-2-(hydroxycarbamoyl)-3-((6-((6-methoxypyridin-3-yl)oxy)pyridin-3-yl)sulfonyl)-3,8-diazabicyclo[3.2.1]octane-8-carboxylate